(tert-butoxycarbonyl)(2-chloropyrimidin-4-yl)carbamic acid tert-butyl ester C(C)(C)(C)OC(N(C1=NC(=NC=C1)Cl)C(=O)OC(C)(C)C)=O